2-(methoxy(methyl)carbamoyl)azetidine CON(C(=O)C1NCC1)C